C(#C)C=1SC=C(N1)NC(=O)NCC1=CC=C(C=C1)C1=CC(=CC=C1)N1CCCC1 1-(2-Ethynylthiazol-4-yl)-3-((3'-(pyrrolidin-1-yl)-[1,1'-biphenyl]-4-yl)methyl)urea